C1(CC1)C1=NN=C(O1)NC(=O)[C@@H]1N(CCCC1)CC1=NC=CC2=C1OCO2 (2R)-N-(5-cyclopropyl-1,3,4-oxadiazol-2-yl)-1-([1,3]dioxolo[4,5-c]pyridin-4-ylmethyl)piperidine-2-carboxamide